C1N(CCC2=CC=CC=C12)C[C@H](CN1C[C@H](OC2=C(C1=O)C=CC(=C2)O[C@H]2[C@@H](CN(CC2)CC(C)O)F)C)O (2R)-4-[(2R)-3-(3,4-dihydro-1H-isoquinolin-2-yl)-2-hydroxy-propyl]-8-[[(3R,4R)-3-fluoro-1-(2-hydroxypropyl)-4-piperidyl]oxy]-2-methyl-2,3-dihydro-1,4-benzoxazepin-5-one